ethyl 5-bromo-2-((2,6-difluorobenzyl) (ethoxycarbonyl) amino)-4-methylthiophene-3-carboxylate BrC1=C(C(=C(S1)N(C(=O)OCC)CC1=C(C=CC=C1F)F)C(=O)OCC)C